(S)-quinuclidin-3-yl (7-(2-fluoro-4-methylphenyl)-3,3-dimethylchroman-4-yl)carbamate FC1=C(C=CC(=C1)C)C1=CC=C2C(C(COC2=C1)(C)C)NC(O[C@@H]1CN2CCC1CC2)=O